sodium methyl palmitoyl taurate CCCCCCCCCCCCCCCC(=O)N(C)CCS(=O)(=O)[O-].[Na+]